5-chloro-1'-(2-{3-hydroxy-1-oxo-2-[(cis)-3-hydroxy-3-methylcyclobutyl]-7-(trifluoromethyl)-5-isoindolinyloxy}ethyl)spiro[indoline-3,4'-piperidin]-2-one ClC=1C=C2C(=CC1)NC(C21CCN(CC1)CCOC=1C=C2C(N(C(C2=C(C1)C(F)(F)F)=O)C1CC(C1)(C)O)O)=O